C(C)(C)(C)OC(=O)N1[C@@H](CN(CC1)CC1CCNCC1)CO tert-butyl-(S)-2-(hydroxymethyl)-4-(piperidin-4-ylmethyl)piperazine-1-carboxylate